Ethyl 8-((3-cyano-4-fluorophenyl)carbamoyl)-7-methyl-3a,4,10,10a-tetrahydro-1H,7H-dipyrrolo[3,4-b:3',4'-f][1,4,5]oxathiazocine-2(3H)-carboxylate 5,5-dioxide C(#N)C=1C=C(C=CC1F)NC(=O)C=1N(C=C2C1OCC1C(NS2(=O)=O)CN(C1)C(=O)OCC)C